trans-3,4-dichlorocinnamic acid ClC=1C=C(/C=C/C(=O)O)C=CC1Cl